3-(4-((1-(4-((3R,5R)-5-((1,5-dimethyl-6-oxo-1,6-dihydropyridazin-4-yl)amino)-1-methylpiperidin-3-yl)benzoyl)piperidin-4-yl)ethynyl)phenyl)piperidine-2,6-dione CN1N=CC(=C(C1=O)C)N[C@@H]1C[C@@H](CN(C1)C)C1=CC=C(C(=O)N2CCC(CC2)C#CC2=CC=C(C=C2)C2C(NC(CC2)=O)=O)C=C1